O=C1NC2=CC=C(C=C2C12CCN(CC2)C(=O)N)C2=CC=C(C=C2)S(=O)(=O)N2CCC(CC2)NC2=NC=C(C=C2)C(F)(F)F 2-Oxo-5-(4-((4-((5-(trifluoromethyl)pyridin-2-yl)amino)piperidin-1-yl)sulfonyl)phenyl)spiro[indoline-3,4'-piperidine]-1'-carboxamide